tert-butyl [(1aS,2S,7bR)-6-(benzyloxy)-4-fluoro-5-(1,1,4-trioxo-1λ6,2,5-thiadiazolidin-2-yl)-1a,2,3,7b-tetrahydronaphtho[1,2-b]oxiren-2-yl]carbamate C(C1=CC=CC=C1)OC1=C(C(=C2C[C@@H]([C@H]3[C@H](O3)C2=C1)NC(OC(C)(C)C)=O)F)N1S(NC(C1)=O)(=O)=O